CC(/C=C/OC=1C=CC(=C(OCC(=O)O)C1)C(\C=C\C1=CC=C(C=C1)O\C=C\C(=C)C)=O)=C 2-[5-[(1E)-3-Methylbuta-1,3-dienoxy]-2-[(E)-3-[4-[(1E)-3-methylbuta-1,3-dienoxy]phenyl]prop-2-enoyl]phenoxy]acetic acid